6-((7S,8aS)-6-oxo-7-(3-(quinolin-5-yl)propyl)hexahydropyrrolo[1,2-a]pyrazin-2(1H)-yl)nicotinonitrile O=C1[C@H](C[C@@H]2N1CCN(C2)C2=NC=C(C#N)C=C2)CCCC2=C1C=CC=NC1=CC=C2